(R)-8,8-dimethyl-2-(1H-indol-4-yl)-7-(2-chloroacetyl)-4-(3-Methylmorpholin-4-yl)-5,6,7,8-tetrahydropyrido[3,4-d]pyrimidine CC1(N(CCC2=C1N=C(N=C2N2[C@@H](COCC2)C)C2=C1C=CNC1=CC=C2)C(CCl)=O)C